methyl 4-(4,4-difluoro-1-methoxy-1-oxobutan-2-ylamino)-3-nitrobenzoate FC(CC(C(=O)OC)NC1=C(C=C(C(=O)OC)C=C1)[N+](=O)[O-])F